N1(CCC1)CCNC1=NC(=C(N=C1CC1=CC=C(C=C1)F)C)C N-(2-(azetidin-1-yl)ethyl)-3-(4-fluorophenylmethyl)-5,6-dimethylpyrazin-2-amine